FC1(CCN(CC1)C1=C(C=C(C=N1)N1N=CC(=C1)C(=O)O)F)F 1-[6-(4,4-difluoropiperidin-1-yl)-5-fluoropyridin-3-yl]pyrazole-4-carboxylic acid